C(C1=CC=CC=C1)NC1=C2N=CN(C2=NC(=N1)NCCO)C 2-[[6-(benzylamino)-9-methylpurin-2-yl]amino]ethanol